FC1=CC=C(C=C1)C1CO1 3-(4-fluorophenyl)oxirane